C(C)(C)(C)OC(=O)N\C(\C(=O)OC)=C\C1=CN=CO1 methyl (E)-2-((tert-butoxycarbonyl)amino)-3-(oxazol-5-yl)acrylate